C(C1=CC=CC=C1)NC1=C2N=CN(C2=NC(=N1)C=1OC=CC1)[C@H]1[C@@H]([C@@H]([C@H](O1)C(=O)NC([2H])([2H])[2H])O)O (2s,3s,4r,5r)-5-(6-(benzylamino)-2-(furan-2-yl)-9H-purin-9-yl)-3,4-dihydroxy-N-(methyl-d3)-tetrahydrofuran-2-carboxamide